COC=1C(=CC(=C(C1)N1CCC(CC1)N1C(OC=CC=C1)=O)CCOC)[N+](=O)[O-] 3-(1-(5-methoxy-2-(2-methoxyethyl)-4-nitrophenyl)piperidin-4-yl)-1,3-oxazepin-2-one